2-(4-bromophenyl)-5-((2-methoxyethoxy)methyl)-1H-indol-7-amine BrC1=CC=C(C=C1)C=1NC2=C(C=C(C=C2C1)COCCOC)N